6-fluoro-7-{3-[(2-methoxyethoxy)imino]azetidin-1-yl}-4-oxo-1-(1,3-thiazol-2-yl)-1,4-dihydro-1,8-naphthyridine-3-carboxylic acid FC=1C=C2C(C(=CN(C2=NC1N1CC(C1)=NOCCOC)C=1SC=CN1)C(=O)O)=O